C1=CC(=C(C=C1CC2=CC(=C(C=C2)N)Cl)Cl)N 4,4-diamino-3,3-dichlorodiphenylmethane